N(=[N+]=[N-])C[C@H]1OC2=C(OC1)C=C(C=C2C(C)=O)F (3R)-1-(3-(azidomethyl)-7-fluoro-2,3-dihydrobenzo[b][1,4]dioxain-5-yl)ethan-1-one